FC1=CC=C(C=C1)C1=NN2C(COC(C2)(C([2H])([2H])[2H])C([2H])([2H])[2H])=C1C1=C2C(=NC(=N1)C)NN=C2 2-(4-Fluorophenyl)-6,6-bis(methyl-d3)-3-(6-methyl-1H-pyrazolo[3,4-d]pyrimidin-4-yl)-6,7-dihydro-4H-pyrazolo[5,1-c][1,4]oxazine